FC1=C(C(=CC(=C1)C=1C2=C(C(N(C1)C)=O)N(N=C2)CC2=CC=C(C=C2)OC)OC)CN2CCN(CC2)C(=O)NC2CCN(CC2)C2=CC=C(C=C2)[N+](=O)[O-] 4-[[2-fluoro-6-methoxy-4-[1-[(4-methoxyphenyl)methyl]-6-methyl-7-oxo-pyrazolo[3,4-c]pyridin-4-yl]phenyl]methyl]-N-[1-(4-nitrophenyl)-4-piperidyl]piperazine-1-carboxamide